6-chloro-8-(5,5-difluoro-2-azaspiro[3.3]heptan-2-yl)imidazo[1,2-b]pyridazine ClC=1C=C(C=2N(N1)C=CN2)N2CC1(C2)C(CC1)(F)F